O[C@H]1[C@@H](O[C@@H]([C@H]1O)CO)N1N=CC(=NC1=O)NC(C(CCC)CCC)=O N-(2-((2R,3R,4S,5R)-3,4-DIHYDROXY-5-(HYDROXYMETHYL)-TETRAHYDROFURAN-2-YL)-3-OXO-2,3-DIHYDRO-1,2,4-TRIAZIN-5-YL)-2-PROPYLPENTANAMIDE